NC(C#N)C=1C=NC=CC1C(F)(F)F 2-amino-2-[4-(trifluoromethyl)-3-pyridyl]acetonitrile